ClC=1C=C(C=C(C1OCCCCl)Cl)C(C)(C)C1=CC=C(C=C1)C1=NOC(=C1)CNS(=O)(=O)C N-((3-(4-(2-(3,5-dichloro-4-(3-chloropropoxy)phenyl)propan-2-yl)phenyl)isoxazol-5-yl)methyl)methanesulfonamide